(2S)-2-amino-4-(3-(2-chlorophenyl)-4,4,4-trifluoro-3-hydroxybutylsulfonimidoyl)butanoic acid N[C@H](C(=O)O)CCS(=O)(=N)CCC(C(F)(F)F)(O)C1=C(C=CC=C1)Cl